C12(CC(C1)C2)N2C[C@H](NS(C1=C2C=C(C(=C1)OC)Br)(=O)=O)CCCC (R)-5-(bicyclo[1.1.1]pentan-1-yl)-7-bromo-3-butyl-8-methoxy-2,3,4,5-tetrahydrobenzo[f][1,2,5]thiadiazepine 1,1-dioxide